BrC1=CC(=C(C=N1)OCC1CCN(CC1)C(=O)OC(C)(C)C)P(=O)(OC)OC tert-butyl 4-(((6-bromo-4-(dimethoxyphosphoryl)pyridin-3-yl)oxy)methyl)piperidine-1-carboxylate